C(C1=CC=CC=C1)OC(=O)N1C(CNCC1)C(=O)N Benzyloxycarbonyl-Piperazine-2-Carboxamide